OC1=CC=C(C=C1)CCC 1-(p-hydroxyphenyl)propane